C(C)(C)(C)OC(=O)C1=CC=C(CC2[C@H](C(OC2)=O)C2=CC(=CC(=N2)[C@@H](C)NC=2C(=NC(=CC2)Cl)C(=O)OC)C)C=C1 Methyl 3-(((R)-1-(6-((S)-4-(4-(tert-butoxycarbonyl)benzyl)-2-oxooxaolidin-3-yl)-4-methylpyridin-2-yl)ethyl)amino)-6-chloropicolinate